C(CC)(=O)OC=1C(=NC=CC1OC)C(N[C@@H](C)C=1OC(=NN1)C1=CC=C(C=C1)C(C)C)=O (S)-2-((1-(5-(4-isopropylphenyl)-1,3,4-oxadiazol-2-yl)ethyl)carbamoyl)-4-methoxypyridin-3-yl propionate